C1(C=CC(N1C(COCCOCC(OCCO)N1C(C=CC1=O)=O)O)=O)=O 1,8-bismaleimidotetraethylene glycol